1-(3-{[(2R,4R)-6-chloro-4-hydroxy-3,4-dihydro-2H-1-benzopyran-2-carbonyl]amino}bicyclo[1.1.1]pentan-1-yl)-N-[cis-3-(trifluoromethoxy)cyclobutyl]-1H-pyrazole-4-carboxamide ClC=1C=CC2=C([C@@H](C[C@@H](O2)C(=O)NC23CC(C2)(C3)N3N=CC(=C3)C(=O)N[C@@H]3C[C@@H](C3)OC(F)(F)F)O)C1